FC1=C(C=CC2=C1C1=C(SC(=C1)N1C[C@H](CC1)OC)C1=C(C2=O)C=CC=C1)F (S)-4,5-difluoro-2-(3-methoxypyrrolidin-1-yl)-8H-dibenzo[3,4:6,7]cyclohepta[1,2-b]thiophen-8-one